4-(((3r,4s)-3-(aminomethyl)-4-((4-chlorophenyl)sulfonyl)-3-hydroxypyrrolidin-1-yl)sulfonyl)-3-chlorobenzonitrile NC[C@]1(CN(C[C@@H]1S(=O)(=O)C1=CC=C(C=C1)Cl)S(=O)(=O)C1=C(C=C(C#N)C=C1)Cl)O